(4-benzyl-3,4-dihydro-2H-benzo[b][1,4]thiazin-6-yl)carbamic acid tert-butyl ester C(C)(C)(C)OC(NC1=CC2=C(SCCN2CC2=CC=CC=C2)C=C1)=O